7H-dibenzo-carbazol C1=CC=CC=2C1=C1C=3C=CC=CC3N=C1C=1C2C=CCC1